F[C@@H]1[C@H]2CC[C@@H](C[C@@H]1N(C=1N=CC(=NC1)C1=C(C=C(C=C1)[C@@H]1CC(NC1)=O)O)C)N2 (4S)-4-[4-(5-{[(1R,2R,3S,5S)-2-fluoro-8-azabicyclo[3.2.1]octan-3-yl](methyl)amino}pyrazin-2-yl)-3-hydroxyphenyl]pyrrolidin-2-one